COC1(CC(C1)OC(C1=CC=C(C=C1)[N+](=O)[O-])=O)C(=O)OC.C1(CC1)N1N=C(C=C1)C(=O)N1C=2C=CC(=NC2CCC1)[C@@H](C)NC(C1=CC=C(C=C1)F)=O N-{(1R)-1-[5-(1-cyclopropyl-1H-pyrazole-3-carbonyl)-5,6,7,8-tetrahydro-1,5-naphthyridin-2-yl]ethyl}-4-fluorobenzamide 3-methoxy-3-(methoxycarbonyl)cyclobutyl-4-nitrobenzoate